5-((5-(3-(5-isopropyloxazol-2-yl)cyclopentyl)-1H-pyrazol-3-yl)amino)-1-methyl-1,3-dihydrobenzo[c]isothiazole 2,2-dioxide C(C)(C)C1=CN=C(O1)C1CC(CC1)C1=CC(=NN1)NC1=CC2=C(N(S(C2)(=O)=O)C)C=C1